FC(C(=O)N([C@H]1CNC[C@H]1F)CCN1CC(C1)F)(F)F 2,2,2-trifluoro-N-(2-(3-fluoroazetidin-1-yl)ethyl)-N-((3S,4R)-4-fluoropyrrolidin-3-yl)acetamide